adamantane-1,3,5-tricarboxamide C12(CC3(CC(CC(C1)C3)(C2)C(=O)N)C(=O)N)C(=O)N